2-Methyl-1,4-benzoquinone CC=1C(C=CC(C1)=O)=O